4-[9-chloro-7-(2,6-difluorophenyl)-5H-pyrimido[5,4-d][2]benzazepine-2-ylamino]benzoic acid ClC1=CC2=C(C3=C(CN=C2C2=C(C=CC=C2F)F)C=NC(=N3)NC3=CC=C(C(=O)O)C=C3)C=C1